N6-[2-fluoro-4-(methylsulfonyl)phenyl]-3-iodo-1-(propan-2-yl)-1H-pyrazolo[3,4-d]pyrimidine-4,6-diamine FC1=C(C=CC(=C1)S(=O)(=O)C)NC1=NC(=C2C(=N1)N(N=C2I)C(C)C)N